Ethyl (7R,8S)-8-((S)-3-(((benzyloxy)carbonyl)amino)-2-oxopyrrolidin-1-yl)-1,4-dioxaspiro[4.5]decane-7-carboxylate C(C1=CC=CC=C1)OC(=O)N[C@@H]1C(N(CC1)[C@@H]1[C@@H](CC2(OCCO2)CC1)C(=O)OCC)=O